3,4-dichloro-2-(piperidin-4-yl)phenol ClC=1C(=C(C=CC1Cl)O)C1CCNCC1